m-xylenebis-stearic acid amide C=1(C(=C(C(=CC1)CCCCCCCCCCCCCCCCCC(=O)O)C)CCCCCCCCCCCCCCCCCC(=O)N)C